C(CCCC)N Amylamin